C1(=CC=CC=C1)CC=NO syn-phenylacetaldoxime